(3S)-4-amino-N-((1R,2R)-[1,1'-bi(cyclopropyl)]-2-yl)-3-methyl-N-((5-(trifluoromethyl)-2-pyridinyl)methyl)-1,3-dihydrofuro[3,4-c]quinoline-8-carboxamide NC1=NC=2C=CC(=CC2C2=C1[C@@H](OC2)C)C(=O)N(CC2=NC=C(C=C2)C(F)(F)F)[C@H]2[C@H](C2)C2CC2